CC1(CC(C1)(C1=NN=CN1C)C=1C=CC(=C(C1)NC(=O)C=1C(N(C=CC1)C1=CC=C(C=C1)F)=O)F)C N-(5-(3,3-dimethyl-1-(4-methyl-4H-1,2,4-triazol-3-yl)cyclobutyl)-2-fluorophenyl)-1-(4-fluorophenyl)-2-oxo-1,2-dihydropyridine-3-carboxamide